4-bromobiphenyl BrC1=CC=C(C=C1)C1=CC=CC=C1